bromo-4,4-dimethylcyclohex-1-eneformylimidazole BrC=1N=C(NC1)C(=O)C1=CCC(CC1)(C)C